COC12CNCC(C1)C2 1-methoxy-3-azabicyclo[3.1.1]heptane